3-((4-(((tert-butyldiphenylsilyl)oxy)methyl)cyclohexyl)oxy)propan-1-ol [Si](C1=CC=CC=C1)(C1=CC=CC=C1)(C(C)(C)C)OCC1CCC(CC1)OCCCO